Methyl-{[4-bromo-1-(2-fluorophenyl)-5-(pyrimidin-5-yl)-1H-pyrazol-3-yl] oxy} acetate C(C)(=O)OOC1=NN(C(=C1Br)C=1C=NC(=NC1)C)C1=C(C=CC=C1)F